cyclopropyloxyphenyl-uracil ethyl-1-methyl-5-[3-(trifluoromethyl)phenyl]-1H-pyrazole-3-carboxylate C(C)C=1C(=NN(C1C1=CC(=CC=C1)C(F)(F)F)C)C(=O)O.C1(CC1)OC1=C(C(NC(N1)=O)=O)C1=CC=CC=C1